N1(CCOCC1)C1=NC(=NC=C1)NC1=NC=NC2=CC(=C(C=C12)[N+](=O)[O-])OC N-(4-morpholinylpyrimidin-2-yl)-7-methoxy-6-nitroquinazolin-4-amine